FC1CC(N(C1)C(CC1=CC=NN1)=O)C(=O)NC(C1=CC=C(C=C1)C(C)C)C1=CC=CC=C1 4-fluoro-N-{phenyl-[4-(prop-2-yl)phenyl]methyl}-1-[2-(1H-pyrazol-5-yl)acetyl]pyrrolidine-2-carboxamide